4-(p-iminophenyl)butanoic acid succinimidyl ester C1(CCC(N1OC(CCCC12CC=C(C=C1)N2)=O)=O)=O